N1C(=NC2=C1C=CC=C2)[C@H]2N(CCC1=C2N=CN1)CC=1SC(=CN1)Cl (S)-2-((4-(1H-benzo[d]imidazol-2-yl)-6,7-dihydro-1H-imidazo[4,5-c]pyridin-5(4H)-yl)methyl)-5-chlorothiazole